FC1=C2C(NC(=NC2=CC(=C1F)NC1COCCC1)CSC1CCOCC1)=O 5,6-difluoro-7-((tetrahydro-2H-pyran-3-yl)amino)-2-(((tetrahydro-2H-pyran-4-yl)thio)methyl)quinazolin-4(3H)-one